2-(2,6-dioxopiperidin-3-yl)-5-(4-hydroxy-1-((2-methyl-4-oxo-3-(pyridin-2-yl)-3,4-dihydroquinazolin-6-yl)methyl)piperidin-4-yl)isoindoline-1,3-dione O=C1NC(CCC1N1C(C2=CC=C(C=C2C1=O)C1(CCN(CC1)CC=1C=C2C(N(C(=NC2=CC1)C)C1=NC=CC=C1)=O)O)=O)=O